(R)-2-(3-cyano-2-(3-((3-((3-hydroxypyrrolidin-1-yl)methyl)-1,7-naphthyridin-8-yl)amino)-2-methylphenyl)pyridin-4-yl)-5-formylbenzo[d]oxazole-7-carbonitrile C(#N)C=1C(=NC=CC1C=1OC2=C(N1)C=C(C=C2C#N)C=O)C2=C(C(=CC=C2)NC=2N=CC=C1C=C(C=NC21)CN2C[C@@H](CC2)O)C